ClC=1C(=NC=CC1OC=1C=CC(=NC1)NC(=O)C1=CN(N=C(C1=O)C1=CC=C(C=C1)F)C1CC1)NC(C1=CC=CC=C1)C1=CC=CC=C1 N-(5-((3-chloro-2-((benzhydryl)amino)pyridin-4-yl)oxy)pyridin-2-yl)-2-cyclopropyl-6-(4-fluorophenyl)-5-oxo-2,5-dihydropyridazine-4-carboxamide